2-(4-Hydroxy-3-methoxyphenyl)-1-(2,4,6-trihydroxyphenyl)ethanon OC1=C(C=C(C=C1)CC(=O)C1=C(C=C(C=C1O)O)O)OC